BrC=1C=C(C=C2C(=NNC12)I)C(F)(F)F 7-bromo-3-iodo-5-(trifluoromethyl)-1H-indazole